sulphopropylether S(=O)(=O)(O)CCCOCCCS(=O)(=O)O